BrC1=CC(=CC(=C1)CCCCCC)Br 1,3-Dibromo-5-hexylbenzene